5-cyclohexyl-N-(4-(piperazin-1-yl)phenyl)imidazo[1,2-a]pyrazin-8-amine C1(CCCCC1)C1=CN=C(C=2N1C=CN2)NC2=CC=C(C=C2)N2CCNCC2